C(=CC(=C)C)C=1C=C(/C=C/C2=CC(=CC(=C2)O)O)C=CC1O trans-3'-isopentadienyl-3,5,4'-trihydroxystilbene